2-(hydroxymethyl)-2-(methoxymethyl)-quinuclidin-3-one OCC1(N2CCC(C1=O)CC2)COC